1-(4-bromobenzyl)-3-((2-(trimethylsilyl)ethoxy)methyl)dihydropyrimidine-2,4(1H,3H)-dione BrC1=CC=C(CN2C(N(C(CC2)=O)COCC[Si](C)(C)C)=O)C=C1